2-(5-amino-1,2,4-thiadiazole-3-yl)-2-methoxyiminoacetic acid NC1=NC(=NS1)C(C(=O)O)=NOC